BrC=1C=C2CCC(C2=C(C1)F)=O 5-bromo-7-fluoro-2,3-dihydro-1H-indene-1-one